ClC=1C=C(C=C(C1)Cl)C1=NC(=CC(=C1)CN1CCC(CC1)CP(C)(C)=O)OC=1C=NC(=NC1)N1CCN(CC1)C ((1-((2-(3,5-dichlorophenyl)-6-((2-(4-methylpiperazin-1-yl)pyrimidin-5-yl)oxy)pyridin-4-yl)methyl)piperidin-4-yl)methyl)dimethylphosphine oxide